7-chloro-6-methoxybenzofuran ClC1=C(C=CC=2C=COC21)OC